C(C(=C)C)(=O)ON[Si](C)(C)C methacryloxyaminotrimethylsilane